FC(SC=1C(=NC=CC1)C1=NC=CC=C1)(F)F.[Cu+] copper (I) trifluoromethylthio(2,2-bipyridine)